2-(1-(2-chloroethyl)-1H-indol-3-yl)malonyl chloride ClCCN1C=C(C2=CC=CC=C12)C(C(=O)Cl)C(=O)Cl